N,N-dibenzyl-6-(2,2-difluoroethyl)-5-fluoro-2-methoxy-pyridin-3-amine C(C1=CC=CC=C1)N(C=1C(=NC(=C(C1)F)CC(F)F)OC)CC1=CC=CC=C1